C1(CC1)C1=C(C=NC=C1)N(C1CCN(CC1)C(=O)OC(C)(C)C)C=1C=NC(=CC1)C(F)(F)F tert-butyl 4-[(4-cyclopropyl-3-pyridyl)-[6-(trifluoromethyl)-3-pyridyl] amino]piperidine-1-carboxylate